3-Methoxy-2-[3-[[5-[(3-methoxy-2,6-dimethyl-phenyl)carbamoyl]thiazol-2-yl]amino]-4-methyl-pyrazol-1-yl]propanoic acid COCC(C(=O)O)N1N=C(C(=C1)C)NC=1SC(=CN1)C(NC1=C(C(=CC=C1C)OC)C)=O